1-(1-Acetylindolin-5-yl)-3-(4-(pyridin-2-yl)piperazin-1-yl)propan-1-one C(C)(=O)N1CCC2=CC(=CC=C12)C(CCN1CCN(CC1)C1=NC=CC=C1)=O